4-(2-(3,4-difluorobenzyl)-1-(tetrahydrofuran-3-yl)-1H-benzo[d]imidazol-5-yl)-3,5-dimethylisoxazole FC=1C=C(CC2=NC3=C(N2C2COCC2)C=CC(=C3)C=3C(=NOC3C)C)C=CC1F